NC1=C(C(N(C=2N=C(N=CC21)SC)C)=O)C2=C(C=CC=C2Cl)Cl 5-amino-6-(2,6-dichlorophenyl)-8-methyl-2-(methylthio)pyrido[2,3-d]pyrimidin-7(8H)-one